[N+](=O)([O-])C1=CC=C(C=C1)N1C(NC(NC1=O)=O)=O 1-(4-nitrophenyl)-1,3,5-triazine-2,4,6-trione